(S)-2-(((benzyloxy)carbonyl)amino)-4-((3-((1-(tert-butoxycarbonyl)azetidin-3-yl)oxy)propyl)(2-fluoro-6-nitrophenyl)amino)butanoic acid C(C1=CC=CC=C1)OC(=O)N[C@H](C(=O)O)CCN(C1=C(C=CC=C1[N+](=O)[O-])F)CCCOC1CN(C1)C(=O)OC(C)(C)C